ClC=1C=C(C=CC1N1C(N(CC1)C)=O)C1=C(C(=CC(=C1)C(F)(F)F)C1=CC(=NC=C1)N1CCNCC1)O 1-(3-chloro-2'-hydroxy-3'-(2-(piperazin-1-yl)pyridin-4-yl)-5'-(trifluoromethyl)-[1,1'-biphenyl]-4-yl)-3-methylimidazolidin-2-one